(R)-benzyl 2-(((benzyloxy)carbonyl)amino)-3-(3-fluoro-5-(1,3,5-trimethyl-1H-pyrazol-4-yl)benzamido)propanoate C(C1=CC=CC=C1)OC(=O)N[C@@H](C(=O)OCC1=CC=CC=C1)CNC(C1=CC(=CC(=C1)C=1C(=NN(C1C)C)C)F)=O